[GeH3][GeH2][GeH3] trigerman